C(=O)C1=C(C2=CC=CC=C2C=C1)C(C=CC(=O)[O-])=CC1=CC=C(C=C1)F 4-(2-formylnaphthalen-1-yl)-5-(4-fluorophenyl)-2,4-pentadienoate